C(C=C)OCC1(CC1)O[Si](C(C)C)(C(C)C)C(C)C (1-((allyloxy)methyl)cyclopropyloxy)triisopropylsilane